BrCCCCBr.[Na] sodium 1,4-dibromobutane